1,2-difluorononane FCC(CCCCCCC)F